C(=O)=C1NC(CCC1N1C(C2=CC=CC(=C2C1=O)F)=O)=C=O 2-(2,6-dicarbonyl-piperidin-3-yl)-4-fluoro-isoindole-1,3-dione